O.O.[Na+].SC1(N=C2C(=N1)C=CC=C2)S(=O)(=O)[O-] 2-mercaptobenzimidazolesulfonic acid sodium salt dihydrate